[4-(pentafluoro-λ6-sulfanyl)anilino]pyridine-3-carboxylic acid FS(C1=CC=C(NC2=NC=CC=C2C(=O)O)C=C1)(F)(F)(F)F